((5-(4-(aminomethyl)-4-methylpiperidin-1-yl)-3-methylpyrazin-2-yl)thio)-3-chloropyridin-2-amine NCC1(CCN(CC1)C=1N=C(C(=NC1)SC1=C(C(=NC=C1)N)Cl)C)C